O1C(CCCC1)OCCCCC1=CC=C(C(=O)OCC)C=C1 Ethyl 4-(4-tetrahydropyran-2-yloxybutyl)benzoate